OCC1(N2[C@@H](CC(C1=O)CC2)C2=CC=NC=C2)COC (6S)-2-(hydroxymethyl)-2-(methoxymethyl)-6-(pyridin-4-yl)quinuclidin-3-one